C1(CC1)N1N=CC=C1C(=O)N[C@H](C(NC=1C=NN(C1)CC=1C(NC=CC1)=O)=O)C1CCC(CC1)(F)F 2-cyclopropyl-N-[(1S)-1-(4,4-difluorocyclohexyl)-2-oxo-2-[[1-[(2-oxo-1H-pyridin-3-yl)methyl]pyrazol-4-yl]amino]ethyl]pyrazole-3-carboxamide